C(C)OC(=O)C1CNC2=C(O1)C=CC=C2 3,4-dihydro-2H-benzo[b][1,4]oxazine-2-carboxylic acid ethyl ester